C(C)(=O)C1=C(SC=2C1=NC=CC2C2=CC(=CC(=C2)F)F)C(=O)N[C@H]2CCOC1=C2C=CC=C1 3-acetyl-7-(3,5-difluorophenyl)-N-[(4S)-3,4-dihydro-2H-1-benzopyran-4-yl]thieno[3,2-b]pyridine-2-carboxamide